N-[4-[4-(5-Cyano-2-pyridyl)piperazin-1-yl]phenyl]-4-(2-prop-2-ynoxyethoxy)benzamid C(#N)C=1C=CC(=NC1)N1CCN(CC1)C1=CC=C(C=C1)NC(C1=CC=C(C=C1)OCCOCC#C)=O